tert-butyl 4-[1-(3-methoxyphenyl)-5-methyl-pyrazol-3-yl]piperazine-1-carboxylate COC=1C=C(C=CC1)N1N=C(C=C1C)N1CCN(CC1)C(=O)OC(C)(C)C